N-(7-methyl-6-quinolyl)-1,1-diphenylmethanimine CC1=C(C=C2C=CC=NC2=C1)N=C(C1=CC=CC=C1)C1=CC=CC=C1